(1R,5S)-3-(2-chloropyrimidin-4-yl)-3,8-diazabicyclo[3.2.1]octane ClC1=NC=CC(=N1)N1C[C@H]2CC[C@@H](C1)N2